FC1=C(C=C(C=C1)C1=NOC(=C1)CN1C(=NC(=CC1=O)C)C)OC 3-((3-(4-Fluoro-3-methoxyphenyl)isoxazol-5-yl)methyl)-2,6-dimethylpyrimidin-4(3H)-one